C(C)(C(C)C)BC(C)C(C)C disiamylborane